2-(((2-amino-1-methyl-1H-benzo[d]imidazol-4-yl)amino)methyl)phenol NC1=NC2=C(N1C)C=CC=C2NCC2=C(C=CC=C2)O